CN(CCC1=CC(N(C=C1)C(C(=O)N[C@@H](CC(=O)OCC)C=1C=C(C=CC1)C1=C(C=CC=C1C)C)CC(C)C)=O)C (3S)-ethyl 3-(2-(4-(2-(dimethylamino)ethyl)-2-oxopyridin-1(2H)-yl)-4-methylpentanamido)-3-(2',6'-dimethylbiphenyl-3-yl)propanoate